BrC1=NC=C(C=N1)OCCCN(CC)CC 3-(2-bromopyrimidin-5-yloxy)-N,N-diethylpropan-1-amine